lauric acid oxygen [O].C(CCCCCCCCCCC)(=O)O